(5-(3-(2-azabicyclo[2.2.2]oct-2-yl)propanamido)-2-methylpyridin-3-yl)-2-(1-methyl-1H-pyrazol-4-yl)pyrazolo[5,1-b]thiazole-7-carboxamide C12N(CC(CC1)CC2)CCC(=O)NC=2C=C(C(=NC2)C)C=2N1C(SC2C=2C=NN(C2)C)=C(C=N1)C(=O)N